C(#N)C1=C(C=CC(=C1)O)[C@@H]([C@H](C)C=1N(C(C(=C(N1)C(=O)NC=1C=NOC1)O)=O)C)C=1C=NN(C1)C 2-((1R,2S)-1-(2-cyano-4-hydroxyphenyl)-1-(1-methyl-1H-pyrazol-4-yl)propan-2-yl)-5-hydroxy-N-(isoxazol-4-yl)-1-methyl-6-oxo-1,6-dihydropyrimidine-4-carboxamide